tert-butyl ((2R,3S,5R,6S)-5-(2-(cyclopentylsulfonyl)pyrrolo[3,4-c]pyrazol-5(2H,4H,6H)-yl)-2-(2,5-difluorophenyl)-6-(trifluoromethyl)tetrahydro-2H-pyran-3-yl)carbamate C1(CCCC1)S(=O)(=O)N1N=C2C(=C1)CN(C2)[C@@H]2C[C@@H]([C@H](O[C@@H]2C(F)(F)F)C2=C(C=CC(=C2)F)F)NC(OC(C)(C)C)=O